4-(3,8-diazabicyclo[3.2.1]oct-3-yl)-6-(1-methyl-1H-pyrazol-4-yl)pyrrolo[2,1-f][1,2,4]triazine C12CN(CC(CC1)N2)C2=NC=NN1C2=CC(=C1)C=1C=NN(C1)C